CC(C(C(C(=O)O)(Cl)Cl)(Cl)Cl)C dimethyl-tetrachlorobutyric acid